Methyl 3-(cyclopropylamino)-4-(piperidin-2-yl)benzoate C1(CC1)NC=1C=C(C(=O)OC)C=CC1C1NCCCC1